C(C)(=O)N1CCC(CC1)OC1=CC2=C(C(N(CC(O2)(C)C)C[C@@H](CN2CC3=CC=CC=C3CC2)O)=O)C=C1 8-[(1-acetyl-4-piperidinyl)oxy]-4-[(2R)-3-(3,4-dihydro-1H-isoquinolin-2-yl)-2-hydroxy-propyl]-2,2-dimethyl-3H-1,4-benzoxazepin-5-one